7-[[2-(mercaptomethyl)-1-oxo-3-phenylpropyl]amino]-heptanoic acid SCC(C(=O)NCCCCCCC(=O)O)CC1=CC=CC=C1